6-(4-chlorophenyl)thiazolo[4,5-c]pyridin-2-amine ClC1=CC=C(C=C1)C1=CC2=C(C=N1)N=C(S2)N